3-(4,5-dimethylthiazol-2-yl)-2,5-diphenyltetrazolium nitrogen bromide N(Br)(Br)Br.CC=1N=C(SC1C)N1N([NH2+]C(=N1)C1=CC=CC=C1)C1=CC=CC=C1